dipotassium 5,5'-(methylazanediyl)dipentanoate Dipotassium 5,5'-(methylazanediyl)dipentanoate CN(CCCCC(=O)[O-])CCCCC(=O)[O-].[K+].[K+].CN(CCCCC(=O)[O-])CCCCC(=O)[O-].[K+].[K+]